N[C@@H]1CN(CC1)CC1=CC=2C(=CN=C(C2C2=CC(=C(C#N)C=C2)F)C2=CC(=C(C(=C2)C)F)C)N1C (S)-4-(2-((3-aminopyrrolidin-1-yl)methyl)-5-(4-fluoro-3,5-dimethylphenyl)-1-methyl-1H-pyrrolo[2,3-c]pyridin-4-yl)-2-fluorobenzonitrile